C(C1=CC=CC=C1)O[C@@H]1[C@H](N(C[C@@H]([C@H]1OCC1=CC=CC=C1)OCC1=CC=CC=C1)CCCC1=CC=C(C=C1)F)CO ((2R,3R,4R,5S)-3,4,5-tris(benzyloxy)-1-(3-(4-fluorophenyl)propyl)piperidin-2-yl)methanol